3-OCTANOL CCC(CCCCC)O